4-phenylthiazole-2-carboxylic acid C1(=CC=CC=C1)C=1N=C(SC1)C(=O)O